3-methoxy-N-(oxan-4-yl)-4-{[3-(4-{[(1R,4R)-4-(dimethylamino)cyclohexyl]amino}-1-(2,2,2-trifluoroethyl)-1H-indol-2-yl)prop-2-yn-1-yl]amino}benzene-1-sulfonamide COC=1C=C(C=CC1NCC#CC=1N(C2=CC=CC(=C2C1)NC1CCC(CC1)N(C)C)CC(F)(F)F)S(=O)(=O)NC1CCOCC1